(S)-N-(3-(6-(1-hydroxybutyl)-4-methylpyridin-3-yl)-1-methyl-2-oxo-1,2-dihydro-1,6-naphthyridin-7-yl)cyclopropanecarboxamide O[C@@H](CCC)C1=CC(=C(C=N1)C=1C(N(C2=CC(=NC=C2C1)NC(=O)C1CC1)C)=O)C